3-(1-methyl-1-methanesulfonylethyl)-1,2,4-thiadiazole-5-carboxylic acid CC(C)(S(=O)(=O)C)C1=NSC(=N1)C(=O)O